Cl.N[C@H](C(=O)NC1=CC(=C(C=C1)C=1C=NN(C1C)CC1=CC=CC=C1)F)C(C1=CC=CC=C1)C1=CC=CC=C1 (S)-2-amino-N-(4-(1-benzyl-5-methyl-1H-pyrazol-4-yl)-3-fluorophenyl)-3,3-diphenylpropionyl-amine hydrochloride